[Cl-].C(C=C)(=O)NC[N+](C)(C)CCC acrylamido-propyl-trimethylammonium chloride